N1=C(C=CC=C1)CCN R-2-pyridineethylamine